(2-(3-(3-((4-Methyl-4H-1,2,4-triazol-3-yl)methyl)oxetan-3-yl)phenyl)-7-(trifluoromethyl)-1H-benzo[d]imidazol-5-yl)(5-azaspiro[2.4]heptan-5-yl)methanone CN1C(=NN=C1)CC1(COC1)C=1C=C(C=CC1)C1=NC2=C(N1)C(=CC(=C2)C(=O)N2CC1(CC1)CC2)C(F)(F)F